2-(6-azaspiro[2.5]octane-6-yl)-4-iodobenzoyl chloride C1CC12CCN(CC2)C2=C(C(=O)Cl)C=CC(=C2)I